6-((3-(1,1,1,5,5,5-hexamethyl-3-((trimethylsilyl)oxy)trisiloxan-3-yl)propyl)amino)-N,N-dimethyl-6-oxohexan-1-aminium C[Si](O[Si](O[Si](C)(C)C)(O[Si](C)(C)C)CCCNC(CCCCC[NH+](C)C)=O)(C)C